O1CC[C@@H](C2=C1C=CC=C2)N (4S)-3,4-dihydro-2H-1-benzopyran-4-amine